C(C)(C)(C)OC(NC(C(=O)NC(C)C(CCl)=O)CC1=CC=C(C=C1)F)=O (1-((4-chloro-3-oxobutan-2-yl)amino)-3-(4-fluorophenyl)-1-oxoprop-2-yl)carbamic acid tert-butyl ester